OC1=CC=CC=2NC(=NC21)C2=C(C(=CC=C2)C)C=2C(=CC(=CC2)C(N[C@H](CCC)C2=CC=CC=C2)=O)C(=O)O 2'-(4-hydroxy-1H-1,3-benzodiazol-2-yl)-6'-methyl-4-{[(1R)-1-phenylbutyl]carbamoyl}-[1,1'-biphenyl]-2-carboxylic acid